((S)-1'-{3-hydroxy-1-[(4-methoxyphenyl)methyl]-1H-pyrazolo[3,4-b]pyrazin-6-yl}-1,3-dihydrospiro[indene-2,4'-piperidin]-3-yl)carbamate OC1=NN(C2=NC(=CN=C21)N2CCC1(CC2)CC2=CC=CC=C2[C@H]1NC([O-])=O)CC1=CC=C(C=C1)OC